tetrahydrobenzo[d]thiazol-2-amine S1C(NC2C1=CC=CC2)N